COC=1C=CC(=NC1)CN1C(C2=CC=CC=C2C1)=O 2-[(5-methoxypyridin-2-yl)methyl]-2,3-dihydro-1H-isoindol-1-one